Cl.N[C@@H](CO)CCCN1CC2=C(N=CN=C2)CC1 (R)-2-amino-5-(7,8-dihydropyrido[4,3-d]pyrimidin-6(5H)-yl)pentan-1-ol hydrochloride